C(C)(C)(C)OC(=O)N(CCC=1SC=C(N1)C(NCC1=NC=CC=N1)=O)CC1=NC2=C(N1C(=O)OC(C)(C)C)C=CC=C2 tert-butyl 2-({[(tert-butoxy) carbonyl] (2-{4-[(pyrimidin-2-ylmethyl) carbamoyl]-1,3-thiazol-2-yl} ethyl) amino} methyl)-1H-1,3-benzodiazole-1-carboxylate